ClC1=CC(=C(C=C1)N1CC(CC1)N(C1=C(C=CC=C1)NS(=O)(=O)C1=CC=C(C=C1)S(=O)(=O)C)C)F N-(2-((1-(4-Chloro-2-fluorophenyl)pyrrolidin-3-yl)(methyl)amino)phenyl)-4-(methylsulfonyl)benzene-sulfonamide